6-[(2-chloropyrimidin-4-yl)amino]-4,4-difluoro-2,3-dihydroisoquinolin-1-one ClC1=NC=CC(=N1)NC=1C=C2C(CNC(C2=CC1)=O)(F)F